4-vinylbenzyltrimethylammonium bistrifluoromethanesulfonimide [N-](S(=O)(=O)C(F)(F)F)S(=O)(=O)C(F)(F)F.C(=C)C1=CC=C(C[N+](C)(C)C)C=C1